O1CCN(CC1)C=1C=C(C=CC1)NC(C)=O N-(3-morpholinophenyl)acetamide